4-(4-methoxyphenyl)-4-penten-1-ol COC1=CC=C(C=C1)C(CCCO)=C